FC1=C(C(=O)NC=2N(N=C3C=C(C=CC23)CNC(OC(C)(C)C)=O)C2=CC=CC=C2)C=C(C(=C1)C(F)(F)F)C1=NC=CC=N1 tert-Butyl ((3-(2-fluoro-5-(pyrimidin-2-yl)-4-(trifluoromethyl)benzamido)-2-phenyl-2H-indazol-6-yl)methyl)carbamate